tert-butyl 4-(4-(2,6-dichlorobenzamido)-1-(2,6-dichlorobenzoyl)-1H-pyrazole-3-carboxamido)piperidine-1-carboxylate ClC1=C(C(=O)NC=2C(=NN(C2)C(C2=C(C=CC=C2Cl)Cl)=O)C(=O)NC2CCN(CC2)C(=O)OC(C)(C)C)C(=CC=C1)Cl